5-(1-(3,3-difluorocyclobutyl)-2-methyl-1H-imidazo[4,5-b]pyridin-6-yl)-N-(trans-3-(4-methylpiperazin-1-yl)cyclobutyl)pyrrolo[2,1-f][1,2,4]triazin-2-amine FC1(CC(C1)N1C(=NC2=NC=C(C=C21)C=2C=CN1N=C(N=CC12)N[C@@H]1C[C@H](C1)N1CCN(CC1)C)C)F